(S)-N-((S)-1-(3-chloro-2,4-difluorophenyl)-2-((R)-tetrahydro-2H-pyran-3-yl)ethyl)-2-oxoimidazolidine-4-carboxamide ClC=1C(=C(C=CC1F)[C@H](C[C@@H]1COCCC1)NC(=O)[C@H]1NC(NC1)=O)F